Cl\C(=C/[C@@H]1C([C@@H]1C(=O)OCC1=C(C(=C(C(=C1C)F)C)F)C)(C)C)\C(F)(F)F 3,5-difluoro-2,4,6-trimethylbenzyl (1RS)-cis-3-[(Z)-2-chloro-3,3,3-trifluoro-1-propenyl]-2,2-dimethylcyclopropanecarboxylate